(3R)-2-(chloromethyl)-3-((4-((5-fluoroquinolin-6-yl)amino)-7-(1-methyl-1H-pyrazol-4-yl)quinazolin-5-yl)oxy)butan-1-ol ClCC(CO)[C@@H](C)OC1=C2C(=NC=NC2=CC(=C1)C=1C=NN(C1)C)NC=1C(=C2C=CC=NC2=CC1)F